Methyl 2'-methoxy-5'-methyl-[1,1'-biphenyl]-3-carboxylate COC1=C(C=C(C=C1)C)C1=CC(=CC=C1)C(=O)OC